C(C1=CC=CC=C1)OCC1=CC=C(C=C1)NC(=O)C=1N=C(SC1)Br N-(4-((benzyloxy)methyl)phenyl)-2-bromothiazole-4-carboxamide